C[N+](CCC[C-]1C=CC=C1)(C)C.[C-]1(C=CC=C1)CCC[N+](C)(C)C.[Fe+2] 1,1'-bis(3-(trimethylammonio)propyl)ferrocene